propan-yl-1H-pyrazole-5-carboxylic acid methyl ester COC(=O)C1=CC=NN1CCC